NC1=NC=NN2C1=NC=C2C=2C=C(C=CC2C)S(=O)(=O)NC2CCOCC2 3-(4-Aminoimidazo[2,1-f][1,2,4]triazin-7-yl)-4-methyl-N-(tetrahydro-2H-pyran-4-yl)benzenesulfonamide